N(=C=O)CC1=CC(=C(C(=C1)Cl)Cl)CN=C=O 1,3-bis(isocyanatomethyl)-4,5-dichlorobenzene